3-(4-fluorophenoxy)azetidine-1-sulfonamide FC1=CC=C(OC2CN(C2)S(=O)(=O)N)C=C1